The molecule is a beta-D-galactoside having a 6-bromo-2-naphthyl substituent at the anomeric position. It has a role as a chromogenic compound. It is an organobromine compound and a beta-D-galactoside. It derives from a 6-bromo-2-naphthol. C1=CC2=C(C=CC(=C2)Br)C=C1O[C@H]3[C@@H]([C@H]([C@H]([C@H](O3)CO)O)O)O